N1C(=NC2=C1C=CC=C2)C(N2CC1=CC=C(C=C1C2=O)C2=CC=C(C=C2)NC(OC(C)(C)C)=O)C2=C(C=CC(=C2)Cl)OC Tert-butyl 4-(2-((1H-benzo[d]imidazole-2-yl) (5-chloro-2-methoxyphenyl)methyl)-3-oxoisoindole-5-yl)phenylcarbamate